C[C@@H]1N(CC1)C=1N=C(C2=C(N1)C=CS2)N2CC1C(C(C2)C1)CC(=O)OCC ethyl 2-(3-(2-((S)-2-methylazetidin-1-yl)thieno[3,2-d]pyrimidin-4-yl)-3-azabicyclo[3.1.1]heptan-6-yl)acetate